CN1N=CC2=CC(=CC=C12)NC1=NC=CC2=C1C(N(C2)CC(=O)OC(C)(C)C)=O tert-butyl 2-[4-[(1-methylindazol-5-yl)amino]-3-oxo-1H-pyrrolo[3,4-c]pyridin-2-yl]acetate